N-(2-sulfamoylpyridin-4-yl)quinoline-3-carboxamide S(N)(=O)(=O)C1=NC=CC(=C1)NC(=O)C=1C=NC2=CC=CC=C2C1